C(C)OC1=C(C(=NC=C1N=C=O)C=1C=NC=CC1)C=1N=NN(N1)C(C1=CC=CC=C1)(C1=CC=CC=C1)C1=CC=CC=C1 ethoxy-5-isocyanato-3-(2-trityl-2H-tetrazol-5-yl)-2,3'-bipyridine